C(C)(C)(C)S(=O)(=O)N R-tert-butyl-sulfonamide